ClC1=CC=C(C=C1)C1=C(C=CC=C1)CN1CCN(CC1)CCCC=1C=C2CN(C(C2=CC1)=O)C1C(NC(CC1)=O)=O 3-(5-(3-(4-((4'-chloro-[1,1'-biphenyl]-2-yl)methyl)piperazin-1-yl)propyl)-1-oxoisoindolin-2-yl)piperidine-2,6-dione